(azidomethyl)phenyltrimethoxysilane N(=[N+]=[N-])CCO[Si](OC)(OC)C1=CC=CC=C1